C[C@H]1N(CCOC1)C1=CC(=C2C(=N1)N(C=C2)COCC[Si](C)(C)C)C2(CC2)S(=O)(=O)C (R)-3-methyl-4-(4-(1-(methylsulfonyl)cyclopropyl)-1-((2-(trimethylsilyl)ethoxy)methyl)-1H-pyrrolo[2,3-b]pyridin-6-yl)morpholine